C(C)OC(=O)N1CC=CC2=CC=CC=C12 Quinoline-1-carboxylic acid ethyl ester